C1(CC1)C=1[CH-]C2=CC=CC=C2C1 2-cyclopropyl-indenide